8-(4-((R)-1-(4-chloro-2-(3-methyl-1H-pyrazole-1-yl)phenyl)-2,2,2-trifluoroethoxy)thieno[3,2-d]pyrimidine-7-yl)-2-azaspiro[4.5]dec-7-ene-3-carboxylic acid hydrochloride Cl.ClC1=CC(=C(C=C1)[C@H](C(F)(F)F)OC=1C2=C(N=CN1)C(=CS2)C2=CCC1(CC(NC1)C(=O)O)CC2)N2N=C(C=C2)C